CCC(C)CS(=O)(=O)[O-] 3-butylmethanesulfonate